(1S)-2-[4,6-bis(trifluoromethyl)-1,3,5-triazin-2-yl]-6-bromo-1-(2-methylpropyl)-2,3,4,9-tetrahydro-1H-pyrido[3,4-b]indole FC(C1=NC(=NC(=N1)C(F)(F)F)N1[C@H](C=2NC3=CC=C(C=C3C2CC1)Br)CC(C)C)(F)F